Cl.FC(C1=CC=C2CCNCC2=C1)(C=1C=NC(=CC1)C(F)(F)F)F 7-(difluoro(6-(trifluoromethyl)pyridin-3-yl)methyl)-1,2,3,4-tetrahydroisoquinoline hydrochloride salt